FC1(CCN(CC1)C1=C(C=C(C=N1)N1N=NC(=C1)C(=O)NC1=CNC2=CC=C(C=C12)OCCC1=CC=C(C=C1)C(F)(F)F)F)F 1-(6-(4,4-difluoropiperidin-1-yl)-5-fluoropyridin-3-yl)-N-(5-(4-(trifluoromethyl)phenethoxy)-1H-indol-3-yl)-1H-1,2,3-triazole-4-carboxamide